Atropate C(C(=C)C1=CC=CC=C1)(=O)[O-]